ClC1=CC=C(C=C1)[C@@H]1C[C@H](C1)OC=1C=CC(=NC1)C#CC(=O)OCC ethyl 3-(5-{[trans-3-(4-chlorophenyl)cyclobutyl]oxy}-pyridin-2-yl)prop-2-ynoate